[Si](C)(C)(C(C)(C)C)OC1CC2(CCC1(CC2)NC(COC2=CC(=C(C=C2)Cl)F)=O)C(=O)OC methyl 3-((tert-butyldimethylsilyl)oxy)-4-(2-(4-chloro-3-fluorophenoxy)acetamido)bicyclo[2.2.2]octane-1-carboxylate